FC1=CC(=C(C=C1F)C=1N=NN(C1)[C@@H]1[C@H]([C@@H](O[C@H]2[C@@H]1OC(OC2)(C)C)C(=O)O)OC)OC (4aR,6R,7R,8R,8aR)-8-(4-(4,5-difluoro-2-methoxyphenyl)-1H-1,2,3-triazol-1-yl)-7-methoxy-2,2-dimethylhexahydropyrano[3,2-d][1,3]dioxine-6-carboxylic acid